COC1CCCC=2C(=NC(=NC12)O)O 8-methoxy-5,6,7,8-tetrahydroquinazoline-2,4-diol